2-chloro-1,3-dihexadecyl-4,5-dihydro-1H-imidazol-3-ium chloride [Cl-].ClC=1N(CC[N+]1CCCCCCCCCCCCCCCC)CCCCCCCCCCCCCCCC